N1=CC=C(C=C1)C(C1=CNC2=CC=CC=C12)C1=CNC2=CC=CC=C12 3,3'-(pyridin-4-ylmethylene)bis(1H-indole)